tertbutyl 6-[4-bromo-5-(6-cyano-1-tetrahydropyran-2-yl-indazol-4-yl)-1-methyl-imidazol-2-yl]-2-azaspiro[3.3]heptane-2-carboxylate BrC=1N=C(N(C1C1=C2C=NN(C2=CC(=C1)C#N)C1OCCCC1)C)C1CC2(CN(C2)C(=O)OC(C)(C)C)C1